(3R)-3-amino-5-[(4-chlorophenyl)methyl]-7-[5-(dimethylamino)-1,3,4-oxadiazol-2-yl]-8-fluoro-1,1-dioxo-2,3-dihydro-1lambda6,5-benzothiazepin-4-one N[C@H]1CS(C2=C(N(C1=O)CC1=CC=C(C=C1)Cl)C=C(C(=C2)F)C=2OC(=NN2)N(C)C)(=O)=O